ClC=1C=CC(=NC1)CNS(=O)(=O)C=1C=C(C=CC1C)NC(CN1N=CC(=C(C1=O)Cl)Cl)=O N-(3-(N-((5-chloropyridin-2-yl)methyl)sulfamoyl)-4-methylphenyl)-2-(4,5-dichloro-6-oxopyridazin-1(6H)-yl)acetamide